C(C)OC(=O)C1=CC=2C(=NC=CC2C=2C=C3C(=NNC3=CC2)N)N1.NC1=NNC2=CC=C(C=C12)C1=C2C(=NC=C1)NC(=C2)C(=O)NC2CCCCC2 4-(3-Amino-1H-indazol-5-yl)-N-cyclohexyl-1H-pyrrolo[2,3-b]pyridine-2-carboxamide Ethyl-4-(3-amino-1H-indazol-5-yl)-1H-pyrrolo[2,3-b]pyridine-2-carboxylate